N-[(3S)-3-fluoro-5-[(4-fluorophenyl)methyl]-7-methyl-3,4-dihydro-2H-1,5-benzoxazepin-8-yl]-3,3-dimethyl-butanamide F[C@@H]1COC2=C(N(C1)CC1=CC=C(C=C1)F)C=C(C(=C2)NC(CC(C)(C)C)=O)C